(S)-1-(3,4-difluorobenzyl)-N-(1,4-dimethyl-5-oxo-4,5,6,7-tetrahydro-1H-pyrazolo[3,4-b][1,4]oxazepin-6-yl)-1H-imidazole-4-carboxamide FC=1C=C(CN2C=NC(=C2)C(=O)N[C@@H]2C(N(C3=C(OC2)N(N=C3)C)C)=O)C=CC1F